L-alanyl-glycyl-L-cysteinyl-L-lysyl-L-asparagyl-L-phenylalanyl-L-phenylalanyl-L-tryptophyl-L-lysyl-L-threonyl-L-phenylalanyl-L-threonyl-L-seryl-L-cysteine N[C@@H](C)C(=O)NCC(=O)N[C@@H](CS)C(=O)N[C@@H](CCCCN)C(=O)N[C@@H](CC(N)=O)C(=O)N[C@@H](CC1=CC=CC=C1)C(=O)N[C@@H](CC1=CC=CC=C1)C(=O)N[C@@H](CC1=CNC2=CC=CC=C12)C(=O)N[C@@H](CCCCN)C(=O)N[C@@H]([C@H](O)C)C(=O)N[C@@H](CC1=CC=CC=C1)C(=O)N[C@@H]([C@H](O)C)C(=O)N[C@@H](CO)C(=O)N[C@@H](CS)C(=O)O